[Si](C)(C)(C(C)(C)C)[Si](C)(C)C(C)(C)C TBDMS(tert-butyl-dimethyl-silane)